O=C1N(C(N(C12CCC2)C=2C=C1COC(C1=CC2)=O)=S)C2=CC(=C(C#N)C=C2)C(F)(F)F 4-(8-oxo-5-(1-oxo-1,3-dihydroisobenzofuran-5-yl)-6-thioxo-5,7-diazaspiro[3.4]oct-7-yl)-2-(trifluoromethyl)benzonitrile